C(N)(=O)C=1C=C(C(=C2C(=C(NC12)C)Cl)C1=C2CCN(CC2=CC=C1)C(=O)OC(C)(C)C)F tert-butyl 5-(7-carbamoyl-3-chloro-5-fluoro-2-methyl-1H-indol-4-yl)-3,4-dihydroisoquinoline-2(1H)-carboxylate